C(C)(C)(C)C1=CC=C(C=C1)C=1C=2N(C3=CC=C(C=C3N1)NC(CO)=O)C=CC2 N-(4-(4-(tert-butyl)phenyl)pyrrolo[1,2-a]quinoxalin-7-yl)-2-hydroxyacetamide